CC1=CC=C2C(=CNC2=C1)C(CC#N)=O 3-(6-methyl-1H-indol-3-yl)-3-oxopropionitrile